tert-butyl 2-[[4-[4-(ethoxymethyl)-4-hydroxy-1-piperidyl]phenyl]methyl]morpholine-4-carboxylate C(C)OCC1(CCN(CC1)C1=CC=C(C=C1)CC1CN(CCO1)C(=O)OC(C)(C)C)O